SCCCC[SiH](OCC)OCC 3-mercapto-1-propylmethyldiethoxysilane